2-Amino-4-(butylamino)-6-(4-(piperazin-1-yl)benzyl)pyridin NC1=NC(=CC(=C1)NCCCC)CC1=CC=C(C=C1)N1CCNCC1